C(#N)C=1C(=NC(=CC1C(F)(F)F)C)N1C(SC[C@@H]1C(=O)N(C=1C=C(C=CC1)C)C)=O (S)-3-(3-cyano-6-methyl-4-(trifluoromethyl)pyridin-2-yl)-N-methyl-2-oxo-N-m-tolylthiazolidine-4-carboxamide